(2R)-2-(benzyloxy)propan-1-ol tert-butyl-(4-{[1-(1-{2-[(3S)-2,6-dioxopiperidin-3-yl]-1-oxo-3H-isoindol-5-yl}piperidin-4-yl)piperidin-4-yl]oxy}piperidin-1-yl)formate C(C)(C)(C)C1N(CCC(C1)OC1CCN(CC1)C1CCN(CC1)C=1C=C2CN(C(C2=CC1)=O)[C@@H]1C(NC(CC1)=O)=O)C(=O)OC[C@@H](C)OCC1=CC=CC=C1